(S)-2-((((9H-fluoren-9-yl)methoxy)carbonyl)amino)-3-(5-cyanothiophen-2-yl)propanoic acid C1=CC=CC=2C3=CC=CC=C3C(C12)COC(=O)N[C@H](C(=O)O)CC=1SC(=CC1)C#N